FC=1C=C(C=C(C1OC1CC2(CC2)CC1)F)NC(=O)C=1N=C(OC1CC(F)(F)F)N1CCCC1 N-(3,5-difluoro-4-(spiro[2.4]heptan-5-yloxy)phenyl)-2-(pyrrolidin-1-yl)-5-(2,2,2-trifluoroethyl)oxazole-4-carboxamide